tert-Butyl (S)-3-((S)-2-cyclopentyl-2-(1-((2S,4R)-4-ethoxy-N-methylpyrrolidine-2-carboxamido)-N-methylcyclobutane-1-carboxamido)-N-methylacetamido)-4-(dimethylamino)-4-oxo-butanoate C1(CCCC1)[C@@H](C(=O)N(C)[C@@H](CC(=O)OC(C)(C)C)C(=O)N(C)C)N(C(=O)C1(CCC1)N(C(=O)[C@H]1NC[C@@H](C1)OCC)C)C